COC1=NC=C(C(=N1)OC)C=1C=C(C=2N(N1)C=CN2)C2(CC2)C2=CC=C1C(=N2)NC(=C1)CC(F)(F)F 6-(2,4-dimethoxypyrimidin-5-yl)-8-[(1S,2S)-[2-(2,2,2-trifluoroethyl)pyrrolo[2,3-b]pyridin-6-yl]cyclopropyl]imidazo[1,2-b]pyridazine